(1s,3s)-3-(methanesulfonylmethyl)-N-methylcyclobutan-1-amine CS(=O)(=O)CC1CC(C1)NC